(S)-6-methyl-N-(3-(1-((4-methyl-4H-1,2,4-triazol-3-yl)thio)ethyl)phenyl)pyrazine-2-carboxamide CC1=CN=CC(=N1)C(=O)NC1=CC(=CC=C1)[C@H](C)SC1=NN=CN1C